3-(2-methoxyethoxy)-4-(3-methoxypyridin-2-yl)-N-(5-(5-methyl-1H-pyrazol-1-yl)-1,3,4-thiadiazol-2-yl)-2-oxo-2H-pyran-6-carboxamide COCCOC=1C(OC(=CC1C1=NC=CC=C1OC)C(=O)NC=1SC(=NN1)N1N=CC=C1C)=O